CC1=C2C=CC(=NC2=NC=C1)Cl 5-methyl-2-chloro-1,8-naphthyridine